ClC1=CC=C(C=N1)NC=1N=CC=C2C1SC=C2 N-(6-chloropyridin-3-yl)thieno[2,3-c]pyridin-7-amine